[Si](C)(C)(C(C)(C)C)OCC=1C=NN2C1CC(CC2)C(=O)OCC ethyl 3-(((tert-butyldimethylsilyl)oxy)methyl)-4,5,6,7-tetrahydropyrazolo[1,5-a]pyridine-5-carboxylate